N[C@@H](CC(=O)OCC)C=1C=C(C=C(C1F)C(F)(F)F)C1=C(C=CC=C1O)Cl ethyl (3S)-3-amino-3-[2'-chloro-4-fluoro-6'-hydroxy-5-(trifluoromethyl)-[1,1'-biphenyl]-3-yl]propanoate